(1H-benzimidazol-5-ylamino){4-[2-(tricyclo[3.3.1.13,7]decan-1-yl)-1,3-thiazol-5-yl]phenyl}acetonitrile N1C=NC2=C1C=CC(=C2)NC(C#N)C2=CC=C(C=C2)C2=CN=C(S2)C21CC3CC(CC(C2)C3)C1